4-methyl-1H-imidazol-2-amine CC=1N=C(NC1)N